(3AR,6aS)-5-(4-(4-amino-3-(4-phenoxyphenyl)-1H-pyrazolo[3,4-d]pyrimidin-1-yl)piperidin-1-yl)hexahydrocyclopenta[c]pyrrole-2(1H)-carboxylic acid tert-butyl ester C(C)(C)(C)OC(=O)N1C[C@@H]2[C@H](C1)CC(C2)N2CCC(CC2)N2N=C(C=1C2=NC=NC1N)C1=CC=C(C=C1)OC1=CC=CC=C1